5-methoxybenzene-1,3-diamine COC=1C=C(C=C(C1)N)N